Cl.C1(=CC=CC=C1)CCCN phenylpropylamine hydrochloride